C(C)C1=CC=C(/C=C/SC)C=C1 (E)-(4-ethylstyryl)(methyl)sulfane